C(#N)C1=C(OCC2=NC=CC(=N2)O[C@@H]2C[C@@H](N(CC2)CC2=NC3=C(N2C[C@H]2OCC2)C(=C(C=C3)C(=O)O)F)C)C=CC(=C1)F 2-{[(2S,4S)-4-({2-[(2-Cyano-4-fluorophenoxy)methyl]pyrimidin-4-yl}oxy)-2-methylpiperidin-1-yl]methyl}-7-fluoro-1-{[(2S)-oxetan-2-yl]methyl}-1H-1,3-benzodiazole-6-carboxylic acid